C(C)(C)(C)OC(C1=CC(=C(C=C1)N1[C@@H]2C[C@H]([C@H](C1=O)C2)OCC2=C(C=NN2C2=C(C=CC=C2Cl)Cl)C2CC2)F)=O 4-[(1s,4r,5r)-5-[[4-cyclopropyl-1-(2,6-dichlorophenyl)-1H-pyrazol-5-yl]methoxy]-3-oxo-2-azabicyclo[2.2.1]heptan-2-yl]-3-fluorobenzoic acid tert-butyl ester